(S)-N-(4-(3-((2,5-dichlorophenethyl)amino)-2-hydroxypropoxy)phenyl)-N-methylmethanesulfonamide ClC1=C(CCNC[C@@H](COC2=CC=C(C=C2)N(S(=O)(=O)C)C)O)C=C(C=C1)Cl